C(C)(C)(C)C1=C(C(=CC(=C1)C)CC1=C(C(=CC(=C1)C)C(C)(C)C)O)OC(C=C)=O 2-t-butyl-6-[(3-t-butyl-2-hydroxy-5-methylphenyl)methyl]-4-methylphenylacrylate